C(#N)C1=CC(=NC=C1)NC1=CC(=C(N=N1)C(=O)NC([2H])([2H])[2H])NC1=NC=CC(=C1OC)C1=NN(C=N1)C 6-[(4-Cyanopyridin-2-yl)amino]-4-{[3-methoxy-4-(1-methyl-1H-1,2,4-triazol-3-yl)pyridin-2-yl]amino}-N-(2H3)methylpyridazin-3-carboxamid